C(C)(=O)NC1=C(C=C(C=C1)C1=C(N=CO1)C(=O)O)Br 5-(4-acetamido-3-bromophenyl)oxazole-4-carboxylic acid